CN(CCC(=O)OCC=1C=C(C=C(C1)OCCCCCCCCCCCCCCCCCC(=O)[O-])OCCCCCCCCCCCCCCCCCC(=O)[O-])C ((5-(((3-(dimethylamino)propanoyl)oxy)methyl)-1,3-phenylene)bis(oxy))bis(octane-8,1-diyl)bis(decanoate)